quinoline-5-carbohydrazide N1=CC=CC=2C(=CC=CC12)C(=O)NN